n-Propylcyclopentadienide C(CC)[C-]1C=CC=C1